6-[1-[(3S)-3-piperidyl]pyrazol-4-yl]-4-pyrimidin-4-ylsulfanyl-pyrazolo[1,5-a]pyridine-3-carbonitrile N1C[C@H](CCC1)N1N=CC(=C1)C=1C=C(C=2N(C1)N=CC2C#N)SC2=NC=NC=C2